N-(2,6-dioxopiperidin-3-yl)-3-nitrobenzamide O=C1NC(CCC1NC(C1=CC(=CC=C1)[N+](=O)[O-])=O)=O